(5E,9E,14E,19E)-21-bromohenicosa-1,5,9,14,19-pentaene BrC/C=C/CCC/C=C/CCC/C=C/CC/C=C/CCC=C